(N-[4-amino-5-[4-(difluoromethoxy)benzoyl]thiazol-2-yl]-4-chloro-anilino)propanamide NC=1N=C(SC1C(C1=CC=C(C=C1)OC(F)F)=O)N(C1=CC=C(C=C1)Cl)C(C(=O)N)C